C1=CC=CC=2C3=CC=CC=C3C(C12)COC(=O)N[C@@H](C(=O)O)CC1=CC=CC=C1 (2R)-2-{[(9H-fluoren-9-ylmethoxy)carbonyl]amino}-3-phenylpropanoic acid